6-chloro-1-(2-methoxy-4-nitrophenyl)-1H-pyrazolo[4,3-c]Pyridine-3-carboxylic acid ethyl ester C(C)OC(=O)C1=NN(C2=C1C=NC(=C2)Cl)C2=C(C=C(C=C2)[N+](=O)[O-])OC